FC1=CC=C(C=C1)C1=C(N(C=C1C1=CC=NC=C1)C)C(=O)O 3-(4-fluorophenyl)-1-methyl-4-(pyridin-4-yl)pyrrole-2-carboxylic acid